3-Bromo-2-(5-fluoropyridin-2-yl)-6-(methyl-d3)-6-(trifluoromethyl)-6,7-dihydro-4H-pyrazolo[5,1-c][1,4]oxazine BrC=1C(=NN2C1COC(C2)(C(F)(F)F)C([2H])([2H])[2H])C2=NC=C(C=C2)F